(2-bromopyridin-4-yl)-4-oxo-1,4,6,7-tetrahydro-5H-pyrazolo[4,3-c]pyridine-5-carboxylate BrC1=NC=CC(=C1)OC(=O)N1C(C2=C(CC1)NN=C2)=O